CC=1C=C(C=CC1C)C1=NC2=CC=CC=C2N=C1 2-(3,4-dimethylphenyl)quinoxaline